FC(CN1CC=2N(CC1)N=C(C2)CO)(F)F (5-(2,2,2-trifluoroethyl)-4,5,6,7-tetrahydropyrazolo[1,5-a]pyrazin-2-yl)methanol